ClC1=CC=C(C=C1)C=1OC=C(N1)CC=1C(N(C(=NC1O)COCC)C1=C(C=CC=C1OC)OC)=O 5-{[2-(4-chlorophenyl)-1,3-oxazol-4-yl]methyl}-3-(2,6-dimethoxyphenyl)-2-(ethoxymethyl)-6-hydroxy-3,4-dihydropyrimidin-4-one